FC(OC1=C(C=CC(=C1)OC=1C=C2C(=NC1)NN=C2)N2C(N(CC2=O)C=2C=NC=C(C2)C(F)(F)F)=O)F 3-[2-(difluoromethoxy)-4-(1H-pyrazolo[3,4-b]pyridin-5-yloxy)phenyl]-1-[5-(trifluoromethyl)-3-pyridinyl]-2,4-imidazolidinedione